COC1=CC=C(CN2C(C=3N(CC2)C=C(C3NC3=CC=CC=C3)C3=CN=NC=C3)=O)C=C1 2-(4-methoxybenzyl)-8-(phenylamino)-7-(pyridazin-4-yl)-3,4-dihydropyrrolo[1,2-a]pyrazin-1(2H)-one